1-[(1S)-3,3-difluoro-1-(4-pyridyl)propyl]-3-[(3S)-4,4-difluorotetrahydrofuran-3-yl]-1-methyl-urea FC(C[C@@H](C1=CC=NC=C1)N(C(=O)N[C@H]1COCC1(F)F)C)F